(5-(4-Chlorophenyl)pyridin-3-yl)(2,3-dihydro-4H-benzo[b][1,4]oxazin-4-yl)-methanone ClC1=CC=C(C=C1)C=1C=C(C=NC1)C(=O)N1C2=C(OCC1)C=CC=C2